C(C)(C)C1=CC=C(C(=N1)OC)[C@H]1[C@@](C1)(C(=O)NS(=O)(=O)C1=C2C=CC(=NC2=CC=C1)C)C1=C(C=CC(=C1)C)OC |r| rac-(1r,2s)-2-(6-isopropyl-2-methoxypyridin-3-yl)-1-(2-methoxy-5-methylphenyl)-N-((2-methylquinolin-5-yl)sulfonyl)cyclopropanecarboxamide